(5-(3-cyano-6-(1-(2-methoxyethyl)-1H-pyrazol-4-yl)pyrazolo[1,5-a]pyridin-4-yl)pyridin-2-yl)acrylamide C(#N)C=1C=NN2C1C(=CC(=C2)C=2C=NN(C2)CCOC)C=2C=CC(=NC2)C(C(=O)N)=C